tert-butyl (R)-2-((3-chloro-5-(trifluoromethyl)pyridin-2-yl)methyl)morpholine-4-carboxylate ClC=1C(=NC=C(C1)C(F)(F)F)C[C@@H]1CN(CCO1)C(=O)OC(C)(C)C